2-(3-(3-chloro-4-((3,5-difluoropyridin-2-yl)methoxy)-5',6-dimethyl-2-oxo-2H-[1,4'-bipyridin]-2'-yl)phenyl)-2-methylpropanenitrile ClC=1C(N(C(=CC1OCC1=NC=C(C=C1F)F)C)C1=CC(=NC=C1C)C=1C=C(C=CC1)C(C#N)(C)C)=O